CCCCC/C=C\\C/C=C\\CCCCCCCC(=O)O[C@H](CO)COP(=O)(O)OCCN The molecule is a 2-acyl-sn-glycero-3-phosphoethanolamine in which the acyl group is specified as linoleoyl. It has a role as a human metabolite. It derives from a linoleic acid. It is a tautomer of a 2-linoleoyl-sn-glycero-3-phosphoethanolamine zwitterion.